2,2-dimethyl-1,3-propylene adipate C1(CCCCC(=O)OCC(CO1)(C)C)=O